(E)-N'-(2-fluoro-5-(trifluoromethyl)benzylidene)imidazo[1,2-a]pyridine-2-carbohydrazide FC1=C(\C=N\NC(=O)C=2N=C3N(C=CC=C3)C2)C=C(C=C1)C(F)(F)F